potassium Glucose O=C[C@H](O)[C@@H](O)[C@H](O)[C@H](O)CO.[K]